N1C=CC2=C1N=CC=C2C(=O)\N=C\2/SC(=CN2C2=C(C=CC=C2)Cl)C(=O)OC (Z)-methyl 2-((1H-pyrrolo[2,3-b]pyridine-4-carbonyl)imino)-3-(2-chlorophenyl)-2,3-dihydrothiazole-5-carboxylate